N,2-dimethoxy-N-methylisonicotinamide CN(C(=O)C1=CC(=NC=C1)OC)OC